2-(2-fluoro-4-(pyrrolidin-2-yl)phenyl)-N-(3-(4-fluoropiperidin-1-yl)propyl)-6-(2-methoxyethoxy)benzo[d]imidazo[2,1-b]thiazole-7-carboxamide dihydrochloride Cl.Cl.FC1=C(C=CC(=C1)C1NCCC1)C=1N=C2SC3=C(N2C1)C=C(C(=C3)C(=O)NCCCN3CCC(CC3)F)OCCOC